6-methyl-5-nitro-1-tetrahydropyran-2-yl-indazole CC1=C(C=C2C=NN(C2=C1)C1OCCCC1)[N+](=O)[O-]